[Mn].[Co].[Ni].[Li] lithium compound with nickel cobalt manganese